BrC1=CC(=C(C=C1)CC(=O)O)OC(F)(F)F 4-bromo-2-(trifluoromethoxy)phenylacetic acid